N1(CCOCC1)C(=O)C1=CN=CS1 5-(morpholine-4-carbonyl)thiazol